5-(2-methylpyridin-4-yl)-1,3-dihydro-2H-imidazol-2-one CC1=NC=CC(=C1)C1=CNC(N1)=O